COCOC=1C=C(C=O)C=C(C1C(C)C)OCOC 3,5-Bis[(methoxymethyl)oxy]-4-isopropylbenzaldehyde